CN1C(=CC=C1)C(CN1C2=NC(=NC(=C2N=C1)NN=CC1=CC(=CC=C1)C)N1CCOCC1)=O 1-(1-methyl-1H-pyrrol-2-yl)-2-(6-(2-(3-methylbenzylidene)hydrazinyl)-2-morpholino-9H-purine-9-yl)ethan-1-one